(R)-5-(difluoromethyl)-2-(4-(piperidin-3-ylamino)phthalazin-1-yl)phenol FC(C=1C=CC(=C(C1)O)C1=NN=C(C2=CC=CC=C12)N[C@H]1CNCCC1)F